(S)-N-(3-(3,3-difluorocyclobutyl)-4-methyl-1-(thiazol-2-yl)-1H-pyrazol-5-yl)-2,2-difluorocyclopropane-1-carboxamide FC1(CC(C1)C1=NN(C(=C1C)NC(=O)[C@H]1C(C1)(F)F)C=1SC=CN1)F